1-(2-trifluoromethoxyphenyl)-N-methyl-methylamine FC(OC1=C(C=CC=C1)CNC)(F)F